FC(OC1=NC=C(C=C1S(=O)(=O)N1CC2=CC(=CC=C2CC1)F)F)F 2-((2-(difluoromethoxy)-5-fluoropyridin-3-yl)sulfonyl)-7-fluoro-1,2,3,4-tetrahydroisoquinoline